4-(2-aminobenzoyl)-N-(piperidin-3-yl)-5-(trifluoromethyl)pyrimidin-2-amine NC1=C(C(=O)C2=NC(=NC=C2C(F)(F)F)NC2CNCCC2)C=CC=C1